BrC1=C(C(=C(C=C1F)C1=NN=C2N1[C@H](CN=C2)CCO[Si](C)(C)C(C)(C)C)F)Cl (S)-3-(4-bromo-3-chloro-2,5-difluorophenyl)-5-(2-((tert-butyldimethylsilyl)oxy)ethyl)-5,6-Dihydro-[1,2,4]triazolo[4,3-a]pyrazine